FC1=C(C=CC(=C1F)[N+](=O)[O-])OC1(CC1)C 2,3-difluoro-1-(1-methylcyclopropoxy)-4-nitrobenzene